Quinazolineone N1C(N=CC2=CC=CC=C12)=O